2-(6,7-dihydro-5H-pyrrolo[1,2-c]imidazol-1-yl)-2-[6-[4-(1-methyl-4-piperidyl)phenyl]-4-oxo-quinazolin-3-yl]acetic acid C1(=C2N(C=N1)CCC2)C(C(=O)O)N2C=NC1=CC=C(C=C1C2=O)C2=CC=C(C=C2)C2CCN(CC2)C